FC(S(=O)(=O)OC1=CC2=CC=CC=C2C(=C1)C1(CC1)NC(C1=C(C=CC(=C1)OCCN(C)C)C)=O)(F)F 4-(1-(5-(2-(Dimethylamino)ethoxy)-2-methylbenzamido)cyclopropyl)naphthalen-2-yl trifluoromethanesulfonate